ClC1=C(C=CC=C1)CN1N=C(C=C1C1=CC(=CC=C1)NS(=O)(=O)C)COC(C(=O)O)(C)C 2-([1-[(2-Chlorophenyl)methyl]-5-(3-methanesulfonamidophenyl)-1H-pyrazol-3-yl]methoxy)-2-methyl-propanoic acid